potassium 2,4-dimethylpyrazolo[1,5-a]pyrazine-3-carboxylate CC1=NN2C(C(=NC=C2)C)=C1C(=O)[O-].[K+]